(R)-tert-butyl(5-azaspiro[2.4]heptane-7-yl)carbamate C(C)(C)(C)OC(N[C@H]1CNCC12CC2)=O